BrC(C(=O)C1=CC2=CC=CC=C2C=C1)(F)F 2-bromo-2,2-difluoro-1-(naphthalen-2-yl)ethan-1-one